ClC1=CC=C(C=C1)C1=C(CCC(C1)(C)C)C=O 2-(4-chlorophenyl)-4,4-dimethylcyclohexane-1-enecarboxaldehyde